tert-butyl 3-[(6-iodopyridazin-3-yl) (methyl) amino]-8-azabicyclo[3.2.1]Octane-8-carboxylate IC1=CC=C(N=N1)N(C1CC2CCC(C1)N2C(=O)OC(C)(C)C)C